N-[5-[[2-(3,3-dimethylazetidin-1-yl)acetyl]amino]-2-methyl-3-pyridyl]-6-(2,5-dimethyl-4-pyridyl)triazolo[1,5-a]pyridine-3-carboxamide CC1(CN(C1)CC(=O)NC=1C=C(C(=NC1)C)NC(=O)C=1N=NN2C1C=CC(=C2)C2=CC(=NC=C2C)C)C